racemic-methyl 3-(1-ethyl-4-methyl-1H-benzo[d][1,2,3]triazol-5-yl)-3-(5,6,7,8-tetrahydro-1,7-naphthyridin-2-yl)propanoate C(C)N1N=NC2=C1C=CC(=C2C)[C@@H](CC(=O)OC)C2=NC=1CNCCC1C=C2 |r|